COC(=O)C1=NC(=C(N=C1NC=1C=NN(C1)C1CCOCC1)NC)Cl.C[N+](C=1C(=CC=CC1)C)(CC1=CC=C(C=C1)OC)C N,N-dimethyl-N-(4-methoxybenzyl)toluidinium Methyl-6-chloro-5-(methylamino)-3-[(1-tetrahydropyran-4-ylpyrazol-4-yl)amino]pyrazine-2-carboxylate